dimethylene cyclohexane-1,4-dicarboxylate C12CCC(CC1)C(=O)OCCOC2=O